N-[4-fluoro-2-[rac-(3R)-3,4-dimethylpiperazin-1-yl]-5-[2-[rac-(2R)-2-methylmorpholin-4-yl]pyrimidin-4-yl]phenyl]-6-oxo-4-(trifluoromethyl)-1H-pyridine-3-carboxamide FC1=CC(=C(C=C1C1=NC(=NC=C1)N1C[C@H](OCC1)C)NC(=O)C1=CNC(C=C1C(F)(F)F)=O)N1C[C@H](N(CC1)C)C |r|